N-(2,4-dichloro-5-(3-(4-(trifluoro-methyl)phenyl)-1H-pyrazolo[3,4-b]pyridin-1-yl)phenyl)-2-fluoro-acrylamide ClC1=C(C=C(C(=C1)Cl)N1N=C(C=2C1=NC=CC2)C2=CC=C(C=C2)C(F)(F)F)NC(C(=C)F)=O